CN1C(SCN(C1)C)=S tetrahydro-3,5-dimethyl-2H-1,3,5-thiadiazine-2-thione